3-(N,N-dimethylaminopropyl)amino-propylmethyldimethoxysilan CN(C)CCCNCCC[Si](OC)(OC)C